ethyl 4-methyl-5-(perfluoroethyl)-4,5-dihydro-1H-pyrazole-3-carboxylate CC1C(=NNC1C(C(F)(F)F)(F)F)C(=O)OCC